ClC=1C=NC(=NC1)CN1C(=NC(=C1)C(F)(F)F)CCC=NOC 3-[1-[(5-Chloropyrimidin-2-yl)methyl]-4-(trifluoromethyl)imidazol-2-yl]-N-methoxy-propan-1-imine